C(C)N(O[SiH](O[Si](O[Si](C)(C)C)(C1=CC=CC=C1)C1=CC=CC=C1)C)CC diethylaminoxytetramethyl-diphenyl-trisiloxane